P(OC1=C(C(=CC=C1)C=1C=CC=CC1)C1=C(C=C(C=C1)C(C)(C)C)C(C)(C)C)OP[O-] (2,4-di-tert-butylphenyl)-3,3'-biphenylyl diphosphonite